BrC=1C=C(C=C(C1)F)NS(=O)(=O)C1=C(C=CC(=C1)Cl)Cl N-(3-bromo-5-fluorophenyl)-2,5-dichlorobenzenesulfonamide